(4-ethylphenyl)-9-β-D-ribofuranosyl-7-deazapurine C(C)C1=CC=C(C=C1)C1=NC=C2C=CN(C2=N1)[C@H]1[C@H](O)[C@H](O)[C@H](O1)CO